tert-butyl (9-(5-bromopyrazine-2-yl)-3-(thiazol-2-yl)-3,9-diazaspiro[5.5]undecane-1-yl)carbamate BrC=1N=CC(=NC1)N1CCC2(CCN(CC2NC(OC(C)(C)C)=O)C=2SC=CN2)CC1